C(#N)C1=CC=C2C=NC(=NC2=C1O[C@@H]1CC[C@@H](CC1)O[Si](C)(C)C(C)(C)C)NC1=CC(=CC=C1)CSC 7-cyano-8-((cis-4-((tert-butyldimethylsilyl)oxy)cyclohexyl)oxy)-N-(3-((methylthio)methyl)phenyl)quinazoline-2-amine